Cl.N1=CC(=CC=C1)C=1C=CC=C(C(=O)N)C1 5-(pyridin-3-yl)benzamide hydrochloride